FC=1C=C2C(=CC=NC2=CC1)C1CCC(CC1)C(C(=O)N(C)OC)C 2-((1S,4S)-4-(6-fluoroquinolin-4-yl)cyclohexyl)-N-methoxy-N-methylpropanamide